C(=O)C1=C(OC[C@H]2N(CCOC2)C(=O)C=2C(=NC=CC2)C(=O)O)C=CC=C1O 3-[(3S)-3-[(2-formyl-3-hydroxyphenoxy)methyl]morpholine-4-carbonyl]pyridine-2-carboxylic acid